N-[(2S,3S,4R)-1,3,4-trihydroxy-2-octadecyl]oleamide OC[C@@H]([C@@H]([C@@H](CCCCCCCCCCCCCC)O)O)NC(CCCCCCC\C=C/CCCCCCCC)=O